ClC1=CC=C2C=CN(C2=C1)CCCN1CCN(CC1)CC(CN1N=CN=C1)(O)C1=C(C=C(C=C1)F)F 1-(4-(3-(6-chloro-1H-indol-1-yl)propyl)piperazin-1-yl)-2-(2,4-difluorophenyl)-3-(1H-1,2,4-triazol-1-yl)propan-2-ol